FC=1C(=C(C=O)C=C(C1)C=1N=NN(C1)C1=CC(=CC=C1)N1CCCC1)O 3-fluoro-2-hydroxy-5-(1-(3-(pyrrolidin-1-yl)phenyl)-1H-1,2,3-triazol-4-yl)benzaldehyde